Methyl (1S,2S,4E,6R)-6-((dimethylcarbamoyl)oxy)-2-(((2-(trimethyl silyl)ethoxy)carbonyl) amino)cyclooct-4-ene-1-carboxylate CN(C(=O)O[C@H]1/C=C/C[C@@H]([C@H](CC1)C(=O)OC)NC(=O)OCC[Si](C)(C)C)C